1-(3-(6-(azetidin-3-yl)pyridazin-3-yl)prop-2-ynyl)-3-(2,4-bis(trifluoromethyl)phenyl)-7-fluoro-4,5-dihydro-1H-benzo[b]azepin-2(3H)-one N1CC(C1)C1=CC=C(N=N1)C#CCN1C2=C(CCC(C1=O)C1=C(C=C(C=C1)C(F)(F)F)C(F)(F)F)C=C(C=C2)F